C(C)(=O)O.NC=1C=C2OC3=CC(C4=C(C3=NC2=CC1)C=CC=C4)=N 9-amino-5-imino-5H-benzo[a]phenoxazine acetate salt